OC(CO)C1=C2C(N(C(NC2=CC(=C1)CN1CCN(CC1)C=1C=CC(=NC1C)C(=O)NC)=O)CC)=O 5-(4-((5-(1,2-Dihydroxyethyl)-3-ethyl-2,4-dioxo-1,2,3,4-tetrahydroquinazolin-7-yl)methyl)piperazin-1-yl)-N,6-dimethylpyridineamide